C(OC[C@H]1O[C@@]([C@@H]([C@@H]1O)O)(C#N)C1=CC=C2C(=NC=NN21)N)(OCC21CCC(CC2)C1)=O ((2R,3S,4R,5R)-5-(4-aminopyrrolo[2,1-f][1,2,4]triazin-7-yl)-5-cyano-3,4-dihydroxytetrahydrofuran-2-yl)methyl (bicyclo[2.2.1]heptan-1-ylmethyl) carbonate